Benzyl 4-[[3-fluoro-1-[1-[1-[(4-methoxyphenyl)methyl]-2,6-dioxo-3-piperidyl]-3-methyl-2-oxo-benzimidazol-4-yl]azetidin-3-yl]methyl]piperazine-1-carboxylate FC1(CN(C1)C1=CC=CC=2N(C(N(C21)C)=O)C2C(N(C(CC2)=O)CC2=CC=C(C=C2)OC)=O)CN2CCN(CC2)C(=O)OCC2=CC=CC=C2